ClC=1C(=C2CC(CC2=CC1)NC=1C=CC(=NC1)[C@@H](C(F)(F)F)N1C(CCC1)=O)C1CC1 (3S)-1-((1S)-1-(5-((5-chloro-4-cyclopropyl-2,3-dihydro-1H-inden-2-yl)amino)pyridin-2-yl)-2,2,2-trifluoroethyl)-2-oxopyrrolidin